COC(=O)C=1N=C(SC1CCCOC1=C(C=C(C=C1)I)F)NCCC1OC(OC1)(C)C [2-(2,2-dimethyl-1,3-dioxolan-4-yl)ethylamino]-5-[3-(2-fluoro-4-iodo-phenoxy)propyl]Thiazole-4-carboxylic acid methyl ester